C(CCCCCCCCC(=O)OC1CC(N(C(C1)(C)C)CC)(C)C)(=O)OCC 1-ethyl 10-(1-ethyl-2,2,6,6-tetramethylpiperidin-4-yl) decanedioate